2-(trimethylsilyl)ethyl (S,E)-3-((3-aminopent-1-en-1-yl)sulfonyl)azetidine-1-carboxylate N[C@H](/C=C/S(=O)(=O)C1CN(C1)C(=O)OCC[Si](C)(C)C)CC